BrC=1C(=C(C=CC1)C1OC2=C(C1)C=C(C(=C2)F)Cl)F 2-(3-bromo-2-fluorophenyl)-5-chloro-6-fluoro-2,3-dihydrobenzofuran